CN1CC2=C(CC1)NC(=N2)C(=O)N 5-methyl-4,5,6,7-tetrahydro-1H-imidazo[4,5-c]pyridine-2-carboxamide